[Ta].[Ti].[Ta] tantalum titanium tantalum